4-(2-{5-[(1R,4R,7R)-7-amino-2-azabicyclo[2.2.1]heptane-2-carbonyl]-7-methoxy-1-methyl-1H-1,3-benzodiazol-2-yl}-1-(cyclopropylmethyl)-1H-indol-6-yl)-2-chlorophenol N[C@H]1[C@@H]2N(C[C@H]1CC2)C(=O)C2=CC1=C(N(C(=N1)C=1N(C3=CC(=CC=C3C1)C1=CC(=C(C=C1)O)Cl)CC1CC1)C)C(=C2)OC